tert-Butyl 2-((1s,3s)-3-hydroxy-3-methylcyclobutyl)acetate OC1(CC(C1)CC(=O)OC(C)(C)C)C